CN(CCCOCCCCCCCC\C=C/C\C=C/CCCCC)C N,N-dimethyl-3-[(9Z,12Z)-octadecane-9,12-dien-1-yloxy]propan-1-amine